ClC=1C=NC(=NC1)C1=CNC2=CC(=CC=C12)C 5-chloro-(6-methyl-1H-indol-3-yl)pyrimidin